tri-(4-hydroxyphenyl)phenyl-methane OC1=CC=C(C=C1)C(C1=CC=CC=C1)(C1=CC=C(C=C1)O)C1=CC=C(C=C1)O